[14C]-phenylethylamine [14C]1(=CC=CC=C1)CCN